3,4-dihydroxyflavone C1=CC=C2C(=C1)C(=O)C=C(O2)C3=CC(=C(C=C3)O)O